1,3-difluoropropan-2-ol FCC(CF)O